4-(4-(dibutyliminio)-2-hydroxycyclohexa-2,5-dienylidene)-3-oxocyclobut-1-enolate C(CCC)[N+](=C1C=C(C(C=C1)=C1C(C=C1[O-])=O)O)CCCC